Sodium isophthalic acid C(C1=CC(C(=O)O)=CC=C1)(=O)O.[Na]